C1=NC=CC=2NC=3C=C(C=CC3C21)C=2C=CC(=NC2)CCCN2CCN(CC2)C2=CC=C(C=N2)CCCOC=2C=C1C(N(C(C1=CC2)=O)C2C(NC(CC2)=O)=O)=O 5-(3-(6-(4-(3-(5-(5H-pyrido[4,3-b]indol-7-yl)pyridin-2-yl)propyl)piperazin-1-yl)pyridin-3-yl)propoxy)-2-(2,6-dioxopiperidin-3-yl)isoindoline-1,3-dione